N-((1s,3S)-3-(4-(sec-butyl)phenyl)cyclobutyl)-N-methyl-6-oxo-7-oxa-5-azaspiro[3.4]octane-2-carboxamide C(C)(CC)C1=CC=C(C=C1)C1CC(C1)N(C(=O)C1CC2(C1)NC(OC2)=O)C